ClC=1C2=C(N=C(N1)C(=O)[O-])N(C(=C2)I)S(=O)(=O)C2=CC=C(C)C=C2 4-chloro-6-iodo-7-tosyl-7H-pyrrolo[2,3-d]pyrimidineAt